sulfur Potassium acetate C(C)(=O)[O-].[K+].[S+2].C(C)(=O)[O-].C(C)(=O)[O-]